COC(=O)C=1C=NC(=CC1)C1=CC(=C(C=C1)NC(C)C)C.C1(CCCCC1)P(C1=C(C=CC=C1)C1=C(C=C(C=C1C(C)C)C(C)C)C(C)C)C1CCCCC1 dicyclohexyl(2',4',6'-triisopropyl-[1,1'-biphenyl]-2-yl)Phosphane methyl-6-[4-(isopropylamino)-3-methyl-phenyl]pyridine-3-carboxylate